C(CCCCCCCC)N1N=C(C=C1O)O 1-nonylpyrazole-3,5-diol